α-cyanoethyl chloroformate ClC(=O)OC(C)C#N